Ethyl 3-((3-chloro-2-((4-methoxybenzyl)(methyl-d)amino)pyridin-4-yl)thio)propionate ClC=1C(=NC=CC1SCCC(=O)OCC)N(C[2H])CC1=CC=C(C=C1)OC